N-(3-chloro-4-((3,5-dimethyl-4-oxo-3,4-dihydroquinazolin-6-yl)amino)-5-fluoropyridin-2-yl)-1-cyclopropylmethane-sulfonamide ClC=1C(=NC=C(C1NC=1C(=C2C(N(C=NC2=CC1)C)=O)C)F)NS(=O)(=O)CC1CC1